N1=NC=CC2=C1NC=C2C(=O)C2CN(C2)C(=O)OC(C)(C)C tert-Butyl 3-(7H-pyrrolo[2,3-c]pyridazine-5-carbonyl)azetidine-1-carboxylate